(5-Chloro-1-methyl-1H-indol-2-yl)(4-(5-(pyridin-3-yl)-1,3,4-oxadiazole-2-carbonyl)piperidine-1-yl)methanone ClC=1C=C2C=C(N(C2=CC1)C)C(=O)N1CCC(CC1)C(=O)C=1OC(=NN1)C=1C=NC=CC1